C(C1=CC=CC=C1)O[C@@H]1[C@H](C([C@H](C1)N1C(N=C(C(=C1)C)NC(C1=CC=CC=C1)=O)=O)=C)COCC1=CC=CC=C1 N-(1-((1S,3R,4S)-4-(benzyloxy)-3-((benzyloxy)methyl)-2-methylenecyclopentyl)-5-methyl-2-oxo-1,2-dihydropyrimidin-4-yl)benzamide